CC(C)(CCC(C)(OOC(C(CCCC)CC)=O)C)OOC(C(CCCC)CC)=O 2,5-Dimethyl-2,5-di(2-ethylhexanoylperoxy)-hexan